COC(=O)[C@@H]1[C@H]2C([C@H]2CN1C([C@@H](NC(=O)OC(C)(C)C)[C@@H](C)CC)=O)(C)C (1R,2S,5S)-3-((tert-butyloxycarbonyl)-L-isoleucyl)-6,6-dimethyl-3-azabicyclo[3.1.0]hexane-2-carboxylic acid methyl ester